(1S)-6-chloro-1-{[(3R)-oxan-3-yl]methyl}-2-[4-(trifluoromethyl)pyrimidin-2-yl]-2,3,4,9-tetrahydro-1H-pyrido[3,4-b]indole ClC=1C=C2C3=C(NC2=CC1)[C@@H](N(CC3)C3=NC=CC(=N3)C(F)(F)F)C[C@@H]3COCCC3